2-(4-chloro-3-fluorophenoxy)-N-(3-(2-(3-oxocyclobutyl)-2H-1,2,3-triazol-4-yl)bicyclo[1.1.1]Pent-1-yl)acetamide ClC1=C(C=C(OCC(=O)NC23CC(C2)(C3)C3=NN(N=C3)C3CC(C3)=O)C=C1)F